N,2-dimethoxy-N-[[4-[5-(trifluoromethyl)-1,2,4-oxadiazol-3-yl]phenyl]methyl]propanamide CON(C(C(C)OC)=O)CC1=CC=C(C=C1)C1=NOC(=N1)C(F)(F)F